CNC1(CC2=C(OC1)C(=CS2)C)C N,3,6-trimethyl-6,7-dihydro-5H-thieno[3,2-b]pyran-6-amine